ClC1=NC(=C(C=C1C=1C(=C(C=O)C=CC1)OC)F)Cl 3-(2,6-Dichloro-5-fluoropyridin-3-yl)-2-methoxybenzaldehyde